C12C=CC(C(C1)CN1CCC3(C(C3)CNC=3N=NC(=CC3)C=3C(=NN(C3)C)C)CC1)C2 N-[[6-(5-bicyclo[2.2.1]hept-2-enylmethyl)-6-azaspiro[2.5]octan-2-yl]methyl]-6-(1,3-dimethylpyrazol-4-yl)pyridazin-3-amine